ClC1=C(C=CC(=C1)Cl)CN1OCC(C1=O)(C)C 2-[(2,4-dichlorophenyl)methyl]-4,4-dimethyl-isoxazolidin-3-one